OCCOCCOCCOCCOCCN(C(C(COCCCCCCCC\C=C/CCCCCCCC)OCCCCCCCC\C=C/CCCCCCCC)=O)CCCCCCCC N-[2-[2-[2-[2-(2-hydroxyethoxy)ethoxy]ethoxy]ethoxy]ethyl]-2,3-bis[(Z)-octadec-9-enoxy]-N-octyl-propanamide